N-(3-ethynylphenyl)-6,7-bis(2-methoxyethoxy)-4-quinolinamine hydrochloride Cl.C(#C)C=1C=C(C=CC1)NC1=CC=NC2=CC(=C(C=C12)OCCOC)OCCOC